5-[1-(5-amino-2-pyridyl)-3-(trifluoromethyl)pyrazol-4-yl]-N-[3-chloro-4-[4-(1-methylisonipecotoyl)piperazine-1-carbonyl]phenyl]-1-methyl-imidazole-2-carboxamide NC=1C=CC(=NC1)N1N=C(C(=C1)C1=CN=C(N1C)C(=O)NC1=CC(=C(C=C1)C(=O)N1CCN(CC1)C(C1CCN(CC1)C)=O)Cl)C(F)(F)F